5-(4-(hexyloxy)-1,2,5-thiadiazol-3-yl)-1-methyl-1-(pyridin-3-ylmethyl)-1,2,3,6-tetrahydropyridin-1-ium bromide [Br-].C(CCCCC)OC=1C(=NSN1)C1=CCC[N+](C1)(CC=1C=NC=CC1)C